N-(4-Bromo-3-chlorophenyl)-4-methylpiperazine-1-carboxamide BrC1=C(C=C(C=C1)NC(=O)N1CCN(CC1)C)Cl